ClC1=NC(=NC(=C1)Cl)N1C2=C(C(=C(C(=C2C=2C(=C(C(=C(C12)[2H])[2H])[2H])[2H])[2H])[2H])[2H])[2H] 9-(4,6-dichloropyrimidin-2-yl)-9H-carbazole-1,2,3,4,5,6,7,8-d8